(3-Aminobicyclo[1.1.1]pent-1-yl)(2-(M-tolyl)pyrrolidin-1-yl)methanone hydrochloride Cl.NC12CC(C1)(C2)C(=O)N2C(CCC2)C=2C=C(C=CC2)C